BrC=1C=C(C=C(C1)Br)NC(=O)NC1=CC(=CC(=C1)F)F 1-(3,5-dibromophenyl)-3-(3,5-difluorophenyl)urea